3-(ethylsulfonyl)pyridin C(C)S(=O)(=O)C=1C=NC=CC1